FC=1C=NC2=CC=CC(=C2C1)N[C@H]1CN(CC1)CC(=O)N1[C@@H](CCC1)C#N (2S)-1-[2-[(3R)-3-[(3-fluoro-5-quinolinyl)amino]pyrrolidin-1-yl]acetyl]pyrrolidine-2-carbonitrile